7-cyclopentyl-N,N-dimethyl-2-[4-[4-(4-piperazin-1-yl-butyl)-piperazin-1-yl]-anilino]pyrrolo[2,3-d]pyrimidine-6-carboxamide C1(CCCC1)N1C(=CC2=C1N=C(N=C2)NC2=CC=C(C=C2)N2CCN(CC2)CCCCN2CCNCC2)C(=O)N(C)C